C1(=CC=CC=C1)CCCC1=NOC(=N1)[C@H]1N(C[C@@H](C1)O)S(=O)(=O)C 3-(3-phenylpropyl)-5-[(2s,4r)-4-hydroxy-1-methylsulfonylpyrrolidin-2-yl]-1,2,4-oxadiazole